[Ca+2].OCCCC(=O)[O-].OCCCC(=O)[O-] gamma-hydroxybutyric acid, calcium salt